C(C=C)(=O)NC1=CC=C(C=C1)C=1C=C2C=NNC2=C(C1C1=CC(=C(C=C1)OC1=NC(=CC=C1)C)OC)C(=O)N 5-(4-acrylamidophenyl)-6-(3-methoxy-4-((6-methylpyridin-2-yl)oxy)phenyl)-1H-indazole-7-carboxamide